2,4-dimethoxy-3-methyl-5-nitrophenyl acetate C(C)(=O)OC1=C(C(=C(C(=C1)[N+](=O)[O-])OC)C)OC